FC(C)(F)[C@@H]1CN(CCO1)C=1C=CC2=C(N=C(O2)C2=C3C=C(N=CC3=C(N=C2)NC)NC(=O)C2CC2)C1 (S)-N-(5-(5-(2-(1,1-difluoroethyl)morpholinyl)benzo[d]oxazol-2-yl)-8-(methylamino)-2,7-naphthyridin-3-yl)cyclopropanecarboxamide